FC=1C=C(C=CC1C=O)C1=CC(=CC(=C1)C1=CC(=C(C=C1)C=O)F)C1=CC(=C(C=C1)C=O)F 1,3,5-tris(3-fluoro-4-formylphenyl)benzene